NC1=CC=C(C=C1)C1=NN(C2=NC=NC(=C21)N)CC(F)(F)F 3-(4-Aminophenyl)-1-(2,2,2-trifluoroethyl)-1H-pyrazolo[3,4-d]pyrimidin-4-ylamine